FC1([C@@H]([C@H](CCC1)N1CCN(CC1)C(C)C)NC(=O)N1C[C@@H]2CN(C[C@@H]2C1)C1=CC=CC=C1)F (3aR,6aS)-N-{(1R,6S)-2,2-difluoro-6-[4-(propan-2-yl)piperazin-1-yl]cyclohexyl}-5-phenylhexahydropyrrolo[3,4-c]pyrrole-2(1H)-carboxamide